1-(((3S)-1-((3-cyano-1-azetidinyl)sulfonyl)-3-piperidinyl)carbonyl)-N-((1R)-1-(4-(difluoromethyl)-2-fluorophenyl)ethyl)-D-prolinamide C(#N)C1CN(C1)S(=O)(=O)N1C[C@H](CCC1)C(=O)N1[C@H](CCC1)C(=O)N[C@H](C)C1=C(C=C(C=C1)C(F)F)F